N-(4-methoxybenzyl)-2-(5-(trifluoromethyl)-1,2,4-oxadiazol-3-yl)-4,7-dihydrothieno[2,3-c]pyridine-6(5H)-carboxamide COC1=CC=C(CNC(=O)N2CC3=C(CC2)C=C(S3)C3=NOC(=N3)C(F)(F)F)C=C1